C1(CCCCC1)C1=CC=C(CN(C(=O)[C@@H]2N(CCC2)C(C2=C(C(=C(C(=C2F)F)F)F)F)=O)C2=CC(=C(C(=O)O)C=C2)O)C=C1 (R)-4-(N-(4-cyclohexylbenzyl)-1-(perfluorobenzoyl)pyrrolidine-2-carboxamido)-2-hydroxybenzoic acid